(1-isopropyl-1H-imidazol-4-yl)[(1R,5S,6r)-6-(4-methoxy-5,5-dimethyl-4,5-dihydro-1,2-oxazol-3-yl)-3-azabicyclo[3.1.0]hex-3-yl]methanone C(C)(C)N1C=NC(=C1)C(=O)N1C[C@H]2C([C@H]2C1)C1=NOC(C1OC)(C)C